(2-(1H-pyrazol-4-yl)-4-(2-(6-(trifluoromethyl)imidazo[1,2-a]pyridin-3-yl)pyrimidin-4-yl)piperazin-1-yl)(1H-imidazol-4-yl)methanone N1N=CC(=C1)C1N(CCN(C1)C1=NC(=NC=C1)C1=CN=C2N1C=C(C=C2)C(F)(F)F)C(=O)C=2N=CNC2